3-[(6-bromo-7-fluoro-1-methyl-indazol-3-yl)amino]propanoic acid BrC1=CC=C2C(=NN(C2=C1F)C)NCCC(=O)O